BrC=1SC=C(N1)C1(CC1)C(=O)OCC ethyl 1-(2-bromothiazol-4-yl)cyclopropane-1-carboxylate